C(C1=CC=CC=C1)OC(=O)N1CCN(CC1)C(=O)C1CCN(CC1)C(=O)OC(C)(C)C 4-[1-(tert-Butoxycarbonyl)piperidine-4-carbonyl]piperazine-1-carboxylic acid benzyl ester